C1=CC=CC=2C3=CC=CC=C3C(C12)COC(=O)NC[C@H]1C[C@@H](CCC1)C(=O)O (1R,3R)-3-(((((9H-fluoren-9-yl)methoxy)carbonyl)amino)methyl)cyclohexane-1-carboxylic acid